3-((tert-butylamino)methylene)-2-(1-(2-chloroethyl)-1H-pyrrolo[2,3-c]pyridin-3-yl)chroman-4-one C(C)(C)(C)NC=C1C(OC2=CC=CC=C2C1=O)C1=CN(C2=CN=CC=C21)CCCl